tert-butyl (3aR,5s,6aS)-5-(((tetrahydro-2H-pyran-4-yl)methyl)amino)hexahydrocyclopenta[c]pyrrole-2(1H)-carboxylate O1CCC(CC1)CNC1C[C@@H]2[C@@H](CN(C2)C(=O)OC(C)(C)C)C1